Pentyl 12-((4-(heptadecan-9-yloxy)-4-oxobutyl)(2-hydroxyethyl)amino)dodecanoate CCCCCCCCC(CCCCCCCC)OC(CCCN(CCCCCCCCCCCC(=O)OCCCCC)CCO)=O